C(C)OC(=O)C=1SC(=C(N1)C=1C=C2C=CN(C2=CC1)C(=O)C1CC1)C (1-(cyclopropanecarbonyl)indol-5-yl)-5-methylthiazole-2-carboxylic acid ethyl ester